OC1=C(C=C(C=C1CC1=C(C=CC(=C1)C)O)C)CC1=C(C=CC(=C1)C)O 2,2'-((2-hydroxy-5-methyl-1,3-phenylene)bis(methylene))bis(4-methylphenol)